CC1=NNC(C1CC(=O)NN)=O 2-(3-methyl-5-oxo-4,5-dihydro-1H-pyrazol-4-yl)acethydrazide